O1C(=CC=C1)C1=NC(=CC=2N1N=C(N2)C)NC(=O)N2CCCC2 N-[5-(furan-2-yl)-2-methyl-[1,2,4]triazolo[1,5-c]pyrimidin-7-yl]pyrrolidine-1-carboxamide